6-nonyl-2,4-dihydroxypyridine C(CCCCCCCC)C1=CC(=CC(=N1)O)O